6-chloro-4-(5-(cyclopropylsulfonyl)-4,4-dimethylhexahydro-pyrrolo[3,4-c]pyrrol-2(1H)-yl)-1H-indazole ClC1=CC(=C2C=NNC2=C1)N1CC2CN(C(C2C1)(C)C)S(=O)(=O)C1CC1